N[C@@H]1C[C@@H]2N(C(CCN(C2=O)[C@@H](C(=O)NCC2=CC=C(C=C2)Cl)CC(C)C)CCC2=CC=CC=C2)C1 (2R)-2-((8R,9aS)-8-amino-1-oxo-5-phenethylhexahydro-1H-pyrrolo[1,2-a][1,4]diazepin-2(3H)-yl)-N-(4-chlorobenzyl)-4-methylpentanamide